2,2,3,3,4,4-hexafluorobutyl acrylate C(C=C)(=O)OCC(C(C(F)F)(F)F)(F)F